3-((7-(1-(adamantan-1-ylmethyl)-5-methyl-1H-pyrazol-4-yl)-8-(methoxycarbonyl)imidazo[1,2-a]pyridin-3-yl)amino)-1-methyl-1H-pyrazole-4-carboxylic acid C12(CC3CC(CC(C1)C3)C2)CN2N=CC(=C2C)C2=C(C=3N(C=C2)C(=CN3)NC3=NN(C=C3C(=O)O)C)C(=O)OC